ClC1=C(C=CC(=C1)C)NC=1C=C(C(=O)N2CCN(CC2)C(=O)OC(C)(C)C)C=CN1 tert-Butyl 4-(2-((2-chloro-4-methylphenyl)amino)isonicotinoyl)piperazine-1-carboxylate